(methyl-ethyl)benzene CC(C)C1=CC=CC=C1